ClC1=C(OC(C(=O)OCC)(C)C)C=CC(=C1)CN1C(N(CC1)C1=CC=C(C=C1)C(F)(F)F)=O Ethyl 2-(2-chloro-4-((2-oxo-3-(4-(trifluoromethyl)phenyl)imidazolin-1-yl)methyl)phenoxy)-2-methylpropanoate